B(O)(O)O.P phosphane borate